3-((3,5-dichloro-4-((5-chloro-6-dimethylaminopyrimidin-4-yl)oxy)phenyl)amino)propanoic acid ClC=1C=C(C=C(C1OC1=NC=NC(=C1Cl)N(C)C)Cl)NCCC(=O)O